methyl-Adamantan CC12CC3CC(CC(C1)C3)C2